N1(CCCC12CCCCC2)N azaspiro[4.5]-decylamine